N-((1r,3s,5R,7S)-3-Hydroxyadamantan-1-yl)-5-(2-methyl-4-phenoxyphenyl)-4-oxo-4,5-dihydro-3H-1-thia-3,5,8-triazaacenaphthylene-2-carboxamide OC12CC3(C[C@H](C[C@@H](C1)C3)C2)NC(=O)C=2SC=3N=CC=C1N(C(NC2C31)=O)C3=C(C=C(C=C3)OC3=CC=CC=C3)C